6-((5-((3S,4S)-4-amino-3-methyl-2-oxa-8-azaspiro[4.5]decan-8-yl)pyrazin-2-yl)thio)-5-Chloroquinazolin-4(3H)-one N[C@@H]1[C@@H](OCC12CCN(CC2)C=2N=CC(=NC2)SC=2C(=C1C(NC=NC1=CC2)=O)Cl)C